ClC1=C(C=CC(=N1)NC(=O)[C@H](C(C1CC1)C1CC1)NC(=O)C=1N(N=NC1)C(C)C)C=1C(=NNC1C)C N-[(1S)-1-[[6-chloro-5-(3,5-dimethyl-1H-pyrazol-4-yl)-2-pyridyl]carbamoyl]-2,2-dicyclopropyl-ethyl]-3-isopropyl-triazole-4-carboxamide